(S)-1-(4-(2-(3-bromo-4-((R)-3-chloro-2-hydroxypropoxy)phenyl)propan-2-yl)phenoxy)-3-thiomorpholinopropan-2-ol BrC=1C=C(C=CC1OC[C@H](CCl)O)C(C)(C)C1=CC=C(OC[C@H](CN2CCSCC2)O)C=C1